CN1C[C@H]2[C@@H](CC1)CCN2C2=CC=C(N=N2)C2=C(C=C(C=C2C)C)O 2-[6-[(3aS,7aR)-6-methyl-3,3a,4,5,7,7a-hexahydro-2H-pyrrolo[2,3-c]pyridin-1-yl]pyridazin-3-yl]-3,5-dimethyl-phenol